C(=C)C=1C(=C(C(=O)OC(C2=C(C(=CC=C2)C=C)S(=O)(=O)O)=O)C=CC1)S(=O)(=O)O Vinyl-sulfobenzoic anhydride